5-[4-[3-[2-(1-Piperidyl)ethoxy]pyrrolidin-1-yl]thieno[2,3-b]pyridin-2-yl]-1H-pyrimidine-2,4-dione N1(CCCCC1)CCOC1CN(CC1)C1=C2C(=NC=C1)SC(=C2)C=2C(NC(NC2)=O)=O